C(C)S(=O)(=O)C=1C=C(C(=NC1C1=NC=2C(=NC=C(C2)C(F)(F)F)N1C)C)OC(C#N)(C)C 2-[[5-ethylsulfonyl-2-methyl-6-[3-methyl-6-(trifluoromethyl)imidazo[4,5-b]pyridin-2-yl]-3-pyridinyl]oxy]-2-methyl-propionitrile